4-(2-chloro-4-fluorophenyl)-7-(methylamino)-2H-chromen-2-one ClC1=C(C=CC(=C1)F)C1=CC(OC2=CC(=CC=C12)NC)=O